N1(N=CN=C1)C(=O)N1N=CN=C1 bis[1,2,4]triazol-1-yl-methanone